3-(hydroxymethyl)-N,N,7-trimethyl-isochromane-6-sulfonamide OCC1OCC2=CC(=C(C=C2C1)S(=O)(=O)N(C)C)C